tert-butyl (1-(5-(2-((2-(2,6-dioxopiperidin-3-yl)-1,3-dioxoisoindolin-4-yl)oxy)acetamido)pentyl) piperidin-4-yl)carbamate O=C1NC(CCC1N1C(C2=CC=CC(=C2C1=O)OCC(=O)NCCCCCN1CCC(CC1)NC(OC(C)(C)C)=O)=O)=O